O(CC1OC1)CC1OC1 2,2'-[oxybis(methylene)]dioxirane